OC1C(COC1)(C)N1CCN(CC1)C=1C=C2C=C(N=CC2=CC1C)NC(=O)C1CC12CCOCC2 N-(6-(4-(4-hydroxy-3-methyltetrahydrofuran-3-yl)piperazin-1-yl)-7-methylisoquinolin-3-yl)-6-oxaspiro[2.5]octane-1-carboxamide